3-bromo-5-(3-chloro-5-fluorophenoxy)-1-propyl-1,2,4-triazole BrC1=NN(C(=N1)OC1=CC(=CC(=C1)F)Cl)CCC